OC1=CC=C(C=C1)C(C)(C)C1=CC(=CC=C1)C(C)(C)C1=CC=C(C=C1)O α,α'-bis-(4-hydroxyphenyl)-m-diisopropylbenzene